N-(3-methoxybenzyl)-4-(morpholinomethyl)-N-(quinolin-6-ylmethyl)thiazol-2-amine COC=1C=C(CN(C=2SC=C(N2)CN2CCOCC2)CC=2C=C3C=CC=NC3=CC2)C=CC1